Cl.ClC=1C=C(CCN2C[C@@H](CCC2)N)C=C(C1OCCOC)Cl (R)-1-(3,5-dichloro-4-(2-methoxyethoxy)phenethyl)piperidin-3-amine hydrochloride